diammonium pimelate C(CCCCCC(=O)[O-])(=O)[O-].[NH4+].[NH4+]